O1C(=CC=C1)C=CC(=O)NCC(=O)O (3-[furyl]acryloyl)-glycine